C[C@H]1N(CCOC1)C1=NC2=C(N=CC=C2C(=C1)C1=NC=CC=C1C)C1=CC=NN1 2-[(3R)-3-methylmorpholin-4-yl]-4-(3-methylpyridin-2-yl)-8-(1H-pyrazol-5-yl)-1,7-naphthyridine